C(=O)C1=CC=C(C=C1)N1C(N=C(C=C1)NC(=O)N1CCN(CC1)C(C(C)(C)NC(OC(C)(C)C)=O)=O)=O tert-Butyl (1-(4-((1-(4-formylphenyl)-2-oxo-1,2-dihydropyrimidin-4-yl)carbamoyl)piperazin-1-yl)-2-methyl-1-oxopropan-2-yl)carbamate